N-(6-(2-hydroxypropan-2-yl)-1-(1-methylcyclobutyl)-1H-benzo[d]imidazol-2-yl)-2-(1-methylcyclopropyl)acetamide OC(C)(C)C=1C=CC2=C(N(C(=N2)NC(CC2(CC2)C)=O)C2(CCC2)C)C1